isopropyl-diphenylamine hydrochloride Cl.C(C)(C)N(C1=CC=CC=C1)C1=CC=CC=C1